methyl-4-methoxy-2,6-dichloro-1-bromobenzene CC=1C(=C(C(=CC1OC)Cl)Br)Cl